ethyl fluoride (phenylmercapto)acetate C1(=CC=CC=C1)SCC(=O)O.C(C)F